(8aR,12aR)-8,8,11-trimethyl-2-(2-oxopropyl)-5-pentyl-8a,9,10,12a-tetrahydro-4H,8H-benzo[c][1,3]dioxino[4,5-f]chromen-4-one CC1(OC2=CC(=C3C(=C2[C@H]2[C@H]1CCC(=C2)C)OC(OC3=O)CC(C)=O)CCCCC)C